2-[5-chloro-2-methyl-4-[1-(trifluoromethyl)cyclopropyl]phenyl]-4,4,5,5-tetramethyl-1,3,2-dioxaborolane ClC=1C(=CC(=C(C1)B1OC(C(O1)(C)C)(C)C)C)C1(CC1)C(F)(F)F